O1COCC1 1,3-di-oxolane